difluorooxalic acid magnesium borate B([O-])([O-])[O-].[Mg+2].C(C(=O)F)(=O)F.B([O-])([O-])[O-].[Mg+2].[Mg+2]